C1(CCCCCCCCC1)C(CC(=O)[O-])(C1CCCCCCCCC1)C1CCCCCCCCC1 tricyclodecylpropionate